6-chloro-1-(2,6-diethylphenyl)-7-(2-fluoro-6-hydroxyphenyl)-4-((2S)-2-methyl-4-(2-propenoyl)-1-piperazinyl)pyrido[2,3-d]pyrimidin-2(1H)-one ClC1=CC2=C(N(C(N=C2N2[C@H](CN(CC2)C(C=C)=O)C)=O)C2=C(C=CC=C2CC)CC)N=C1C1=C(C=CC=C1O)F